[Na].FCOC1=CC2=C(NC(=N2)S(=O)CC2=NC=CC(=C2OC)OC)C=C1 5-Fluoromethoxy-2-{[(3,4-dimethoxy-2-pyridyl)-methyl]-sulfinyl}-1h-benzimidazole sodium